potassium fluoroboronate FB([O-])[O-].[K+].[K+]